CC1=NOC(=C1C=1C=C2C(=NC1)N(C=C2C2=C(C=C(C(=O)O)C=C2OC(C)C)OCC)[C@@H](C)C2=NC=CC=C2)C (S)-4-(5-(3,5-dimethylisoxazol-4-yl)-1-(1-(pyridin-2-yl)ethyl)-1H-pyrrolo[2,3-b]pyridin-3-yl)-3-ethoxy-5-isopropoxybenzoic acid